N-(2-(dimethylamino)ethyl)ferrocene-1-formamide CN(CCNC(=O)[C-]1C=CC=C1)C.[CH-]1C=CC=C1.[Fe+2]